3,4-dimethylnitrobenzene CC1=C(C=C(C=C1)[N+](=O)[O-])C